ClC=1C=CC(=C(C1)CC(=O)NC1=CC(=NC=C1)C(=O)NC(CCNS(=O)(=O)C)(C)C)O 4-[[2-(5-chloro-2-hydroxy-phenyl)acetyl]amino]-N-[3-(methylsulfonylamino)-1,1-dimethyl-propyl]pyridine-2-carboxamide